Cl.Cl.CN[C@H](C(=O)OCC1=CC(=NC(=C1)Cl)Cl)CC=1C=NC(=CC1)C1=CC=CC=C1 (2,6-Dichloropyridin-4-yl)methyl (S)-2-(methylamino)-3-(6-phenylpyridin-3-yl)propanoate dihydrochloride